N-((5R,8S)-8-fluoro-2-(2-((1-methyl-1H-pyrazol-4-yl)amino)pyrimidin-4-yl)-6,7,8,9-tetrahydro-5H-benzo[7]annulen-5-yl)-5-(1-methylcyclopropyl)-1,2,4-oxadiazole-3-carboxamide F[C@H]1CC[C@H](C2=C(C1)C=C(C=C2)C2=NC(=NC=C2)NC=2C=NN(C2)C)NC(=O)C2=NOC(=N2)C2(CC2)C